p-formylpiperidine C(=O)C1CCNCC1